(3S)-3-(6-methoxypyridin-3-yl)-3-(3-(3-(5,6,7,8-tetrahydro-1,8-naphthyridin-2-yl)propyl)pyrrolidin-1-yl)propionic acid COC1=CC=C(C=N1)[C@H](CC(=O)O)N1CC(CC1)CCCC1=NC=2NCCCC2C=C1